ClC1=CC2=C(N=C(N(C2=O)C2=CC=CC=C2)NC2=CC=C(C=C2)Cl)N=C1 6-chloro-2-(4-chloroanilino)-3-phenylpyrido[2,3-d]pyrimidin-4(3H)-one